N=1C=NN2C1C=CC(=C2)C[C@@H]2CC[C@H](CC2)C(=O)OC methyl trans-4-([1,2,4]triazolo[1,5-a]pyridin-6-ylmethyl)cyclohexanecarboxylate